N-(3-(6-chloropyrazin-2-yl)-4-methylphenyl)-3-methyl-6-azabicyclo[3.1.1]heptane-6-carboxamide ClC1=CN=CC(=N1)C=1C=C(C=CC1C)NC(=O)N1C2CC(CC1C2)C